Acrylic octylamide C(CCCCCCC)NC(C=C)=O